CC1=NN=C(S1)C=1C=C2C=C(N=CC2=CC1)NC(=O)[C@@H]1CC[C@H](CC1)N1CCOCC1 trans-N-(6-(5-methyl-1,3,4-thiadiazol-2-yl)isoquinolin-3-yl)-4-morpholinylcyclohexane-1-carboxamide